CC=1NC(=CN1)C1=CC(=CC=C1)[N+](=O)[O-] 2-methyl-5-(3-nitrophenyl)-1H-imidazole